N-[(4-pyrazol-4-yl)phenyl]piperidine N1N=CC(=C1)C1=CC=C(C=C1)N1CCCCC1